FC1=C(OCC(=O)OCC)C=C(C(=C1F)CC1=CC(=C(C=C1)O)C(C)C)C ethyl 2-(2,3-difluoro-4-(4-hydroxy-3-isopropylbenzyl)-5-methylphenoxy)acetate